COC(=O)C=1C=CC2=C(OC3=C2C=C(C=C3)Br)C1 8-bromodibenzo[b,d]furan-3-carboxylic acid methyl ester